(2S)-2-[[(E)-3-(1,3-benzodioxol-5-yl)prop-2-enoyl]amino]-3-(benzothien-3-yl)-N-[4-(hydroxycarbamoyl)phenyl]propanamide O1COC2=C1C=CC(=C2)/C=C/C(=O)N[C@H](C(=O)NC2=CC=C(C=C2)C(NO)=O)CC2=CSC1=C2C=CC=C1